3-methyl-3-{[(4-nitrophenyl)methanesulfonyl]methyl}oxetane CC1(COC1)CS(=O)(=O)CC1=CC=C(C=C1)[N+](=O)[O-]